N-(4-(2-(4-chlorophenyl)but-3-yn-2-yl)thiazol-2-yl)-3-(piperazin-1-ylmeth-yl)azetidine-1-carboxamide ClC1=CC=C(C=C1)C(C)(C#C)C=1N=C(SC1)NC(=O)N1CC(C1)CN1CCNCC1